ClC=1C=C(C=CC1)C(CCO)O 1-(3-chloro-phenyl)propane-1,3-diol